C(C)(C)OC(CC=1N(C2=CC=CC=C2C1)C(CNC(=O)OC(C)(C)C)(C)C)=O 2-[1-(1-(tert-Butoxycarbonylamino)-2-methylpropan-2-yl)-1H-indol-2-yl]-acetic acid isopropyl ester